5-[(allyloxy)methyl]-5-ethyl-1,3-dioxan-2-one C(C=C)OCC1(COC(OC1)=O)CC